C(C(C)C)[Al](CCCCCCCC=CC)CC(C)C diisobutyl(dec-8-en-1-yl)aluminum